C(C)OC1=C(C=CC(=C1)C=C)O 2-ethoxy-4-vinylphenol